ClC1=NN=C(C=2C=C3C(=CC12)C=CC=C3)N3CCCC3 1-chloro-4-(pyrrolidin-1-yl)benzo[g]phthalazine